azobis(4-cyanovaleric acid) CC(CC(C(=O)O)N=NC(CC(C)C#N)C(=O)O)C#N